N-(2-fluoro-4-hydroxy-5-(methylsulfonyl)phenyl)-2-(4-((trifluoromethyl)thio)phenyl)-1,2,3,4-tetrahydroisoquinoline-6-carboxamide FC1=C(C=C(C(=C1)O)S(=O)(=O)C)NC(=O)C=1C=C2CCN(CC2=CC1)C1=CC=C(C=C1)SC(F)(F)F